NCC=1C=NC(=NC1)C1=C(C=C(C#N)C=C1)OC=1SC(=NN1)N1CCCC1 4-[5-(aminomethyl)pyrimidin-2-yl]-3-[(5-pyrrolidin-1-yl-1,3,4-thiadiazol-2-yl)oxy]benzonitrile